5-Bromo-3-(trifluoromethyl)pyridine-2-carboxylic acid BrC=1C=C(C(=NC1)C(=O)O)C(F)(F)F